(3-((6-amino-9-(tetrahydro-2H-pyran-2-yl)-9H-purin-2-yl)oxy)propyl)phosphonic acid dimethyl ester COP(OC)(=O)CCCOC1=NC(=C2N=CN(C2=N1)C1OCCCC1)N